4,4-difluoro-2-(4-fluorophenyl)-N-{4-[3-methoxy-7-(pyridin-2-yl)-5H-pyrrolo[2,3-b]pyrazin-6-yl]pyridin-2-yl}butanamide FC(CC(C(=O)NC1=NC=CC(=C1)C1=C(C=2C(=NC(=CN2)OC)N1)C1=NC=CC=C1)C1=CC=C(C=C1)F)F